The molecule is an omega-hydroxy fatty acid ascaroside obtained by formal condensation of the alcoholic hydroxy group of (2E)-11-hydroxyundec-2-enoic acid with ascarylopyranose (the alpha anomer). It is a metabolite of the nematode Caenorhabditis elegans. It has a role as a Caenorhabditis elegans metabolite. It is an alpha,beta-unsaturated monocarboxylic acid and an omega-hydroxy fatty acid ascaroside. It derives from a (2E)-11-hydroxyundec-2-enoic acid. It is a conjugate acid of an oscr#17(1-). C[C@H]1[C@@H](C[C@H]([C@@H](O1)OCCCCCCCC/C=C/C(=O)O)O)O